N,N'-di-[4-(o-phenylbenzenesulfonyloxy)phenyl]urea C1(=CC=CC=C1)C1=C(C=CC=C1)S(=O)(=O)OC1=CC=C(C=C1)NC(=O)NC1=CC=C(C=C1)OS(=O)(=O)C1=C(C=CC=C1)C1=CC=CC=C1